3-acetyl-7-{[4-(2-methylphenyl)pyrimidin-2-yl]amino}-4-morpholino-2H-benzopyran-2-one C(C)(=O)C=1C(OC2=C(C1N1CCOCC1)C=CC(=C2)NC2=NC=CC(=N2)C2=C(C=CC=C2)C)=O